N6-(2-((S)-4-(4-chlorophenyl)-2,3,9-trimethyl-6H-thieno[3,2-f][1,2,4]triazolo[4,3-a][1,4]diazepin-6-yl)acetyl)-L-lysine ClC1=CC=C(C=C1)C1=N[C@H](C=2N(C3=C1C(=C(S3)C)C)C(=NN2)C)CC(=O)NCCCC[C@H](N)C(=O)O